C(C)(C)NC(O[C@H]1CO[C@H](C1)C=1C=NC(=NC1)NC1=C(C=C(C=C1)S(N)(=O)=O)F)=O |r| rac-(3R,5R)-5-(2-((2-fluoro-4-sulfamoylphenyl)amino)pyrimidin-5-yl)tetrahydrofuran-3-yl isopropylcarbamate